Methyl (trifluorovinyl) telluride FC(=C(F)F)[Te]C